methyl 3-[(2,4-dimethoxyphenyl)methylamino]-5,9-difluoro-7,8-dihydro-6H-cyclopenta[g]quinoxaline-7-carboxylate COC1=C(C=CC(=C1)OC)CNC1=NC=2C(=C3C(=C(C2N=C1)F)CC(C3)C(=O)OC)F